ClC1=C(C#N)C=CC(=C1)N1CC2(C[C@H]1C)CCN(CC2)C2=CC=C(C=C2)C(=O)N2CCC(CC2)CN2CCN(CC2)C2=C(C=CC=C2)N[C@H]2C(NC(CC2)=O)=O 2-Chloro-4-((R)-8-(4-(4-((4-(2-(((R)-2,6-dioxo-piperidin-3-yl)amino)-phenyl)piperazin-1-yl)-methyl)piperidine-1-carbonyl)phenyl)-3-methyl-2,8-diazaspiro[4.5]decan-2-yl)benzonitrile